CO[C@H]1C[C@@H](NC1)C(=O)NC=1C=CC=C2C(=CNC12)C1=NC(=NC=C1C)NC=1C(=NN(C1)C)OC (2R,4S)-4-methoxy-N-(3-(2-((3-methoxy-1-methyl-1H-pyrazol-4-yl)amino)-5-methylpyrimidin-4-yl)-1H-indol-7-yl)pyrrolidine-2-carboxamide